NC=1N=CN(C(C1C(NC=1C=NC=C(C1)[C@@H]1NCCCC1)=O)=O)C1=C(C=C(C=C1C)CC(=O)OC)C methyl (R)-2-(4-(4-amino-6-oxo-5-((5-(piperidin-2-yl)pyridin-3-yl)carbamoyl)pyrimidin-1(6H)-yl)-3,5-dimethylphenyl)acetate